CN1CCN(CC1)C1=C2CCC(OC2=CC=C1)C(=O)O 5-(4-methylpiperazino)-2-carboxyl-chroman